C(C1=CC=CC=C1)OC([C@@H](N)CC1=CNC2=CC(=CC=C12)C=O)=O 6-formyl-L-tryptophane benzyl ester